(4S)-4-amino-5-tert-butoxy-5-oxo-pentanoic acid N[C@@H](CCC(=O)O)C(=O)OC(C)(C)C